(S)-6-(3-ethylmorpholino)quinoline-4-carboxylic acid tert-butyl ester C(C)(C)(C)OC(=O)C1=CC=NC2=CC=C(C=C12)N1[C@H](COCC1)CC